N-(2-(diphenylphosphino)ethyl)-2-phenyl-5,6,7,8-tetrahydroquinolin C1(=CC=CC=C1)P(CCN1C(C=CC=2CCCCC12)C1=CC=CC=C1)C1=CC=CC=C1